N-((S)-(4,4-Difluorocyclohexyl)(5-((R)-1-(4,4,4-trifluoro-3-(trifluoromethyl)butanamido)ethyl)-1H-benzo[d]imidazol-2-yl)methyl)-1-(3,3,3-trifluoropropyl)-1H-pyrazole-5-carboxamide FC1(CCC(CC1)[C@H](NC(=O)C1=CC=NN1CCC(F)(F)F)C1=NC2=C(N1)C=CC(=C2)[C@@H](C)NC(CC(C(F)(F)F)C(F)(F)F)=O)F